ClC=1C=C(C=C2C(=C(C=NC12)C#N)N[C@@H](C(C)(C)O)C1=CC=CC=C1)N[C@@H](C=1C=NC=CC1)C=1N=NN(C1)C(C)C 8-chloro-4-(((R)-2-hydroxy-2-methyl-1-phenylpropyl)amino)-6-(((S)-(1-isopropyl-1H-1,2,3-triazol-4-yl)(pyridin-3-yl)methyl)amino)quinoline-3-carbonitrile